propargyl-2-thiophenol C(C#C)C1=C(SC=C1)O